OC1=C(C=CC=C1)NC(=O)C1CCN(CC1)CC(NC1=CC(=CC(=C1)Cl)Cl)=O 1-[(3,5-Dichloro-phenylcarbamoyl)-methyl]-piperidine-4-carboxylic acid (2-hydroxy-phenyl)-amide